ClC1=CC(=CC(=N1)N1CCN(CC1)S(=O)(=O)C1=CC=C(C=C1)NC(=O)C1=CC=C2CCC(C2=C1)NCCCNC(OC(C)(C)C)=O)C(F)(F)F Tert-butyl N-[3-[[6-[[4-[4-[6-chloro-4-(trifluoromethyl)-2-pyridyl]piperazin-1-yl]sulfonylphenyl]carbamoyl]indan-1-yl]amino]propyl]carbamate